C(#C)C1=NN=C(S1)NC(=O)C1=CC(N(C=C1C1=C(C=CC(=C1)F)OC)C)=O N-(5-ethynyl-1,3,4-thiadiazol-2-yl)-5-(5-fluoro-2-methoxyphenyl)-1-methyl-2-oxo-1,2-dihydropyridine-4-carboxamide